N-[(4,5-difluoro-1H-benzimidazol-2-yl)methyl]-2-(4-methylpiperazin-1-yl)-8-(2,2,2-trifluoroethyl)pyrazolo[1,5-a][1,3,5]triazin-4-amine FC1=C(C=CC=2NC(=NC21)CNC2=NC(=NC=1N2N=CC1CC(F)(F)F)N1CCN(CC1)C)F